C(C)OC(=O)C1=NN2C(N=C(C=C2C2N(CCCC2)C(=O)OC(C)(C)C)C2=CC=CC=C2)=C1 Ethyl-7-(1-(tert-butoxycarbonyl) piperidin-2-yl)-5-phenylpyrazolo[1,5-a]pyrimidine-2-carboxylate